N-[(4-{[(2,4-dimethoxyphenyl)methyl]amino}-1H,3H-furo[3,4-c]quinolin-7-yl)methyl]-N-{5H,6H,7H-pyrazolo[3,2-b][1,3]oxazin-3-yl}-6-(trifluoro-methyl)pyridine-3-carboxamide COC1=C(C=CC(=C1)OC)CNC1=NC=2C=C(C=CC2C2=C1COC2)CN(C(=O)C=2C=NC(=CC2)C(F)(F)F)C=2C=NN1C2OCCC1